5-benzyloxy-2-(4-(dimethoxymethyl)piperidin-1-yl)pyridine C(C1=CC=CC=C1)OC=1C=CC(=NC1)N1CCC(CC1)C(OC)OC